NC1=C(C2=C(C=3N(C(=C2)C2CC2)N=CN3)N1C1=C(C(=CC=C1C)O)C)C(=O)N 8-amino-5-cyclopropyl-9-(3-hydroxy-2,6-dimethylphenyl)-9H-pyrrolo[2,3-c][1,2,4]triazolo[1,5-a]pyridine-7-carboxamide